CC(C)(C)[O-].[K+].NC=1C(=CC(=C(OC(CCCCC)O)C1)N1CCOCC1)CC (5-amino-4-ethyl-2-morpholinophenoxy)hexanol potassium tertiarybutoxide